C1([C@H](O)[C@H](O)[C@H](O1)CO)C=1C(NC(NC1)=O)=O ribosyluracil